4-(benzyloxy)-5,6,7,8-tetrahydronaphthalene-2-carboxylic acid methyl ester COC(=O)C1=CC=2CCCCC2C(=C1)OCC1=CC=CC=C1